N-([2,3'-bipyridin]-3-ylmethyl)-2-chloro-7-(prop-1-en-2-yl)imidazo[2,1-f][1,2,4]triazin-4-amine N1=C(C(=CC=C1)CNC1=NC(=NN2C1=NC=C2C(=C)C)Cl)C=2C=NC=CC2